C1(=CC=CC=C1)C1=CC=CC=2C3=C(OC21)C(=CC=C3)NC3=CC=C(C=C3)[Si](C)(C)C 6-phenyl-N-(4-(trimethylsilyl)phenyl)dibenzo[b,d]Furan-4-amine